2-(4-Chlorophenoxy)-N-(2-(3-(4-chlorophenoxy)propyl)-2-azabicyclo[2.2.1]heptan-5-yl)acetamid Diethyl(thiophen-2-ylmethyl)phosphonate C(C)OP(OCC)(=O)CC=1SC=CC1.ClC1=CC=C(OCC(=O)NC2C3CN(C(C2)C3)CCCOC3=CC=C(C=C3)Cl)C=C1